O(C1=CC=CC=C1)C1=CC=C(C=C1)C1=NN(C2=NC=NC=C21)[C@H]2CN(CC2)C(C#CC)=O (R)-1-(3-(3-(4-phenoxyphenyl)-1H-pyrazolo[3,4-d]pyrimidin-1-yl)pyrrolidin-1-yl)but-2-yn-1-one